1-[(4-chlorobenzo[h]quinolin-2-yl)amino]-3,4-dimethylazoline-2,5-dione ClC1=CC(=NC2=C3C(=CC=C12)C=CC=C3)NN3C(C(=C(C3=O)C)C)=O